(S)-2-((R)-3-Methyl-morpholin-4-yl)-9-[2-(2,2,2-trifluoro-ethoxy)ethyl]-8-trifluoromethyl-6,7,8,9-tetrahydro-pyrimido[1,2-a]-pyrimidin-4-one C[C@H]1N(CCOC1)C=1N=C2N(C(C1)=O)CC[C@H](N2CCOCC(F)(F)F)C(F)(F)F